FC=1C=C(C=CC1F)[C@H]1[C@@H](CN(C1)CCOC)NC(NC1=C(C(=NN1C1=CC=CC=C1)OC(=O)N1CCOCC1)C)=O 5-(3-((3S,4R)-4-(3,4-difluorophenyl)-1-(2-methoxyethyl) pyrrolidin-3-yl) ureido)-4-methyl-1-phenyl-1H-pyrazol-3-ylmorpholine-4-carboxylate